BrC1=C(C=C2C(=NC(=NC2=C1F)F)N1[C@H](CN(CC1)C(=O)OC(C)(C)C)C)SC(F)(F)F tert-butyl (S)-4-(7-bromo-2,8-difluoro-6-((trifluoromethyl)thio)quinazolin-4-yl)-3-methylpiperazine-1-carboxylate